Cl.N[C@@H](CN1C(C2=CC=CC=C2C1=O)=O)C1=CC=C(C=C1)C=1C(=NOC1C)C (R)-2-(2-amino-2-(4-(3,5-dimethylisoxazol-4-yl)phenyl)ethyl)isoindoline-1,3-dione hydrochloride